C(#N)C=1C=CC=C2NC[C@@H](NC12)[C@@H](C1=CC=CC=C1)NCCC1=CC(=CS1)[C@@H](C(=O)O)C |o1:27| (S or R)-2-(5-(2-(((R)-((R)-8-cyano-1,2,3,4-tetrahydroquinoxalin-2-yl)(phenyl)methyl)amino)ethyl)thiophen-3-yl)propanoic acid